(2-isocyanatophenyl)(2-methoxyphenyl)methanone N(=C=O)C1=C(C=CC=C1)C(=O)C1=C(C=CC=C1)OC